(2-((5-chloro-2,3-dihydro-1H-inden-2-yl)amino)pyrimidin-5-yl)(6-hydroxy-6-methyl-1-azaspiro[3.3]hept-1-yl)methanone ClC=1C=C2CC(CC2=CC1)NC1=NC=C(C=N1)C(=O)N1CCC12CC(C2)(C)O